tert-butyl (7-(dimethylphosphoryl)-2,2-difluorobenzo[d][1,3]dioxol-4-yl)carbamate CP(=O)(C)C1=CC=C(C2=C1OC(O2)(F)F)NC(OC(C)(C)C)=O